tert-butyl 4-((1-(4-(4,5-dimethyl-6-oxo-1-propyl-1,6-dihydropyridin-3-yl)-2,6-dimethoxyphenethyl)piperidin-4-yl)oxy)piperidine-1-carboxylate CC=1C(=CN(C(C1C)=O)CCC)C1=CC(=C(CCN2CCC(CC2)OC2CCN(CC2)C(=O)OC(C)(C)C)C(=C1)OC)OC